C(C)C=1C(=CC(=C(C1)O)F)C1=CC=C2C(=NNC2=C1)C1=NC2=C(CNC(C2)CO)N1 5-Ethyl-2-fluoro-4-(3-(6-(hydroxymethyl)-4,5,6,7-tetrahydro-3H-imidazo[4,5-c]pyridin-2-yl)-1H-indazol-6-yl)phenol